CN1C(N(C2=C1C=C(C=C2)C2CNCCC2)C2C(NC(CC2)=O)=O)=O 3-[3-methyl-2-oxo-5-(piperidin-3-yl)-1,3-benzodiazol-1-yl]piperidine-2,6-dione